tert-butyl (1-(cyanomethyl)piperidin-4-yl)carbamate C(#N)CN1CCC(CC1)NC(OC(C)(C)C)=O